1-((1-benzyl-1H-pyrazol-4-yl)methyl)-4-(ethoxymethyl)-4-(2-(thiophen-2-yl)ethyl)piperidine C(C1=CC=CC=C1)N1N=CC(=C1)CN1CCC(CC1)(CCC=1SC=CC1)COCC